C(C)OC(=O)C1=NN2C(C(NCC2)=O)=C1Br 3-bromo-4-oxo-4,5,6,7-tetrahydropyrazolo[1,5-a]pyrazine-2-carboxylic acid ethyl ester